1'-benzyl-1-methoxy-spiro[1H-isobenzofuran-3,4'-piperidine] C(C1=CC=CC=C1)N1CCC2(CC1)OC(C1=CC=CC=C12)OC